(1S,2S)-2-(5,6-dimethoxypyrazin-2-yl)-1-(2-methoxy-5-methylphenyl)-N-(2-methylquinoline-5-sulfonyl)cyclopropane-1-carboxamide COC=1N=CC(=NC1OC)[C@@H]1[C@](C1)(C(=O)NS(=O)(=O)C=1C=2C=CC(=NC2C=CC1)C)C1=C(C=CC(=C1)C)OC